((S)-1-(2-(6-((2R,6S)-2,6-dimethylmorpholino)pyridin-2-yl)-1,6-naphthyridin-7-yl)ethyl)-4-methyl-3-(methylsulfonyl)benzamide C[C@H]1O[C@H](CN(C1)C1=CC=CC(=N1)C1=NC2=CC(=NC=C2C=C1)[C@@H](C)C1=C(C(=O)N)C=CC(=C1S(=O)(=O)C)C)C